COC1=NC=C(C(=N1)OC)C1=CC(=C(N=N1)C#N)N1CC(C(C1)(F)F)(F)F 6-(2,4-dimethoxypyrimidin-5-yl)-4-(3,3,4,4-tetrafluoropyrrolidin-1-yl)pyridazine-3-carbonitrile